BrC1=CC=C(C=N1)C(C(C)N1N=C(C=C1)C(F)(F)F)=NNC=O 2-[1-(6-bromo-3-pyridinyl)-2-[3-(trifluoromethyl)-1H-pyrazol-1-yl]propylidene]-hydrazinecarboxaldehyde